((8-(difluoromethoxy)-2-methyl-3-oxo-3,4-dihydroquinoxalin-6-yl)methyl)-2-fluoro-N-methyl-1',2',3',6'-tetrahydro-[3,4'-bipyridine]-6-carboxamide FC(OC=1C=C(C=C2NC(C(=NC12)C)=O)CC1=C(C(=NC(=C1)C(=O)NC)F)C=1CCNCC1)F